N1=CC(=CC=C1)C1=NOC=N1 3-pyridyl-1,2,4-oxadiazole